2,2',2'',2'''-[(2R)-2-(4-{2-[2-(2-Methoxyethoxy)ethoxy]ethoxy}benzyl)-1,4,7,10-tetraazacyclododecane-1,4,7,10-tetrayl]tetraacetic acid COCCOCCOCCOC1=CC=C(C[C@H]2N(CCN(CCN(CCN(C2)CC(=O)O)CC(=O)O)CC(=O)O)CC(=O)O)C=C1